rac-6-(4-((R*)-2-Methyl-4-((S*)-3-oxo-4-(trifluoromethyl)-3,5,6,7-tetrahydro-2H-cyclopenta[c]pyridazin-7-yl)morpholine-2-carbonyl)piperazin-1-yl)nicotinonitrile C[C@@]1(CN(CCO1)[C@H]1CCC=2C1=NNC(C2C(F)(F)F)=O)C(=O)N2CCN(CC2)C2=NC=C(C#N)C=C2 |r|